OC(=O)C(F)(F)F.C(CC)(=O)OC1CNCCC1 piperidin-3-yl propionate TFA salt